ClC=1C=C(CCN=C=O)C=CC1Cl 3,4-Dichlorophenethylisocyanat